BrC=1C=C2C(=C(NC2=CC1)S(=O)(=O)C1=CC(=C(C=C1)OC)N1CCNCC1)C 5-bromo-2-((4-methoxy-3-(piperazin-1-yl)phenyl)sulfonyl)-3-methyl-1H-indole